O1[C@H](CCC1)C(=O)N |r| (2RS)-oxolane-2-carboxamide